tert-butyl 3-(4,4,5,5-tetramethyl-1,3,2-dioxaborolan-2-yl)-8-azabicyclo[3.2.1]oct-2-ene-8-carboxylate CC1(OB(OC1(C)C)C1=CC2CCC(C1)N2C(=O)OC(C)(C)C)C